COC1=C(C=CC(=C1)S(=O)(=O)N1CCC(CC1)N1CCOCC1)NC1=CC(=C2C(=N1)NC=C2C#N)NCCOC 6-((2-methoxy-4-((4-morpholinopiperidin-1-yl)sulfonyl)phenyl)amino)-4-((2-methoxyethyl)amino)-1H-pyrrolo[2,3-b]pyridine-3-carbonitrile